tert-butyl 6-(2-(3-(3-chloro-4-fluorophenyl)-4-oxothieno[3,2-c]pyridin-5(4H)-yl)acetyl)-1,6-diazaspiro[3.3]heptane-1-carboxylate ClC=1C=C(C=CC1F)C1=CSC2=C1C(N(C=C2)CC(=O)N2CC1(CCN1C(=O)OC(C)(C)C)C2)=O